6-fluoro-8-(5-fluoro-3-methyl-1H-indol-7-yl)-4,4,9-trimethyl-2,5-dihydropyrazolo[4,3-c]quinoline FC1=CC(=C(C=2C=3C(C(NC12)(C)C)=CNN3)C)C=3C=C(C=C1C(=CNC31)C)F